[N+](=O)([O-])C=1C=NC2=CC=CC=C2C1N1C[C@H](CCC1)NC(OC(C)(C)C)=O tert-Butyl [(3S)-1-(3-nitroquinolin-4-yl)piperidin-3-yl]carbamate